Gamma-Glycidoxypropyltrimethoxysilane C(C1CO1)OCCC[Si](OC)(OC)OC